CC1=NC=CC(=C1)C1=NNC2=CC=C(C=C12)NC1CCCC2=C(C=CC=C12)C 3-(2-Methyl-4-pyridyl)-N-(5-methyltetralin-1-yl)-1H-indazol-5-amine